Tris-(4-methoxyphenyl)phosphine monoethyl-maleate cadmium salt [Cd+].C(C)OC(\C=C/C(=O)[O-])=O.COC1=CC=C(C=C1)P(C1=CC=C(C=C1)OC)C1=CC=C(C=C1)OC